tert-Butyl (5R)-3,3-difluoro-5-[(5S)-5-methyl-1,1-dioxo-1λ6,2-thiazolidin-2-yl]piperidine-1-carboxylate FC1(CN(C[C@@H](C1)N1S([C@H](CC1)C)(=O)=O)C(=O)OC(C)(C)C)F